BrC1=CC=CC(=N1)[C@H]1CN(CC1)C(=O)OC(C)(C)C tert-butyl (R)-3-(6-bromopyridin-2-yl)pyrrolidine-1-carboxylate